3-(6-tert-butyl-2-fluoro-3-pyridyl)-4-[4-[(3S)-1-(3-fluoropropyl)pyrrolidin-3-yl]oxyphenyl]-2H-thiochromen-7-ol C(C)(C)(C)C1=CC=C(C(=N1)F)C=1CSC2=CC(=CC=C2C1C1=CC=C(C=C1)O[C@@H]1CN(CC1)CCCF)O